3,5-bis(dicarboxyphenyl)-4,4'-bipyridine C(=O)(O)C=1C(=C(C=CC1)C=1C=NC=C(C1C1=CC=NC=C1)C1=C(C(=CC=C1)C(=O)O)C(=O)O)C(=O)O